trichloroisopropyl-silane Cl[Si](C(C)C)(Cl)Cl